NC1=C(C=C(C=C1C(=O)NC1CC1)C1=CC=C(C=C1)Br)C1=CC=C(C=C1)S(N)(=O)=O 4'-amino-4-bromo-N-cyclopropyl-4''-sulfamoyl-[1,1':3',1''-terphenyl]-5'-carboxamide